tert-butyl (5S)-5-amino-3,3-dimethyl-piperidine-1-carboxylate N[C@H]1CC(CN(C1)C(=O)OC(C)(C)C)(C)C